FC(C1=NN=C(O1)C=1C=CC(=NC1)CN1C(N(C2=C1C=C(C=C2)F)C2CCN(CC2)C(C2=CC=NC=C2)=O)=O)F 3-((5-(5-(difluoromethyl)-1,3,4-oxadiazole-2-yl)pyridine-2-yl)methyl)-5-fluoro-1-(1-isonicotinoylpiperidine-4-yl)-1,3-dihydro-2H-benzo[d]imidazole-2-one